(S)-2-(2-(4-chloro-2-methoxypyridin-3-yl)-2-methylpropanamido)-4-(((S)-3-fluoro-2-methoxypropyl)(4-(5,6,7,8-tetrahydro-1,8-naphthyridin-2-yl)butyl)amino)butanoic acid ClC1=C(C(=NC=C1)OC)C(C(=O)N[C@H](C(=O)O)CCN(CCCCC1=NC=2NCCCC2C=C1)C[C@@H](CF)OC)(C)C